(S)-7-bromo-4-(2-(((tert-butyldiphenylsilyl)oxy)methyl)piperidin-1-yl)-6-chloro-5,8-difluoro-2-(methylthio)quinazoline BrC1=C(C(=C2C(=NC(=NC2=C1F)SC)N1[C@@H](CCCC1)CO[Si](C1=CC=CC=C1)(C1=CC=CC=C1)C(C)(C)C)F)Cl